N-(3-(3-(5-(4-acryloyl-2-oxopiperazin-1-yl)furan-2-yl)propanamido)propyl)-3-(6-(1-(2,2-difluorobenzo[d][1,3]dioxol-5-yl)cyclopropane-1-carboxamido)-3-methylpyridin-2-yl)benzamide C(C=C)(=O)N1CC(N(CC1)C1=CC=C(O1)CCC(=O)NCCCNC(C1=CC(=CC=C1)C1=NC(=CC=C1C)NC(=O)C1(CC1)C1=CC2=C(OC(O2)(F)F)C=C1)=O)=O